3-(2-(dibenzylamino)-2-oxoethyl)-5-methoxy-1H-indole-1-carboxylic acid tert-butyl ester C(C)(C)(C)OC(=O)N1C=C(C2=CC(=CC=C12)OC)CC(=O)N(CC1=CC=CC=C1)CC1=CC=CC=C1